(E)-N-hydroxy-3-(2-((imidazo[1,2-a]pyridin-6-ylmethyl)amino)phenyl)acrylamide ONC(\C=C\C1=C(C=CC=C1)NCC=1C=CC=2N(C1)C=CN2)=O